tert-butyl (R)-(1-hydroxy-4-phenylbutan-2-yl)carbamate OC[C@@H](CCC1=CC=CC=C1)NC(OC(C)(C)C)=O